CN1N=C(C(=C1)C(C)NC1=NC=C(C(=N1)NC1=C(C(=CC=C1)C=1OC(=NN1)C)OC)C(=O)N)C 2-{[1-(1,3-Dimethyl-1H-pyrazol-4-yl)ethyl]amino}-4-{[2-methoxy-3-(5-methyl-1,3,4-oxadiazol-2-yl)phenyl]amino}pyrimidine-5-carboxamide